C12(CC3CC(CC(C1)C3)C2)CCC(=O)O 3-((3r,5r,7r)-adamantan-1-yl)propionic acid